C(#C)C1=CC(=C(C(=O)O)C(=C1)F)F 4-ethynyl-2,6-difluoro-benzoic acid